C(C)(=O)C=1C=C(C=CC1)NC(=O)N(C(C(=O)O)C)C 2-([(3-ACETYLPHENYL)CARBAMOYL](METHYL)AMINO)PROPANOIC ACID